BrC=1C(=C(C=CC1)N1N=C(N=C1C(NC)([2H])[2H])C)F 1-(1-(3-bromo-2-fluorophenyl)-3-methyl-1H-1,2,4-triazol-5-yl)-N-methylmethan-d2-amine